Methyl 4-[4-benzyloxy-1-(4-fluorophenyl)-2-(3-methyloxetan-3-yl)indol-3-yl]benzoate C(C1=CC=CC=C1)OC1=C2C(=C(N(C2=CC=C1)C1=CC=C(C=C1)F)C1(COC1)C)C1=CC=C(C(=O)OC)C=C1